ClC=1C=CC2=C(NC(CO2)=O)C1 6-chloro-4H-benzo[1,4]oxazine-3-one